3-(6-fluoropyridin-3-yl)-N-(3-methoxy-4-(4,4,5,5-tetramethyl-1,3,2-dioxaborolan-2-yl)phenyl)-1-methyl-1H-1,2,4-triazol-5-amine FC1=CC=C(C=N1)C1=NN(C(=N1)NC1=CC(=C(C=C1)B1OC(C(O1)(C)C)(C)C)OC)C